N-(4-(N-(1,2,4-thiadiazol-5-yl)sulfonylamino)-2-chloro-5-fluorophenyl)-4-chloro-2-(pyrrolidin-1-yl)benzamide S1N=CN=C1S(=O)(=O)NC1=CC(=C(C=C1F)NC(C1=C(C=C(C=C1)Cl)N1CCCC1)=O)Cl